P1(=O)(OC2=C(C=C(C=C2C(C)(C)C)C(C)(C)C)CC2=C(C(=CC(=C2)C(C)(C)C)C(C)(C)C)O1)[O-] 4,4',6,6'-tetra-t-butyl-2,2'-methylene-diphenyl phosphate